FC(C1=NN=C(O1)C1=CC(N(C=C1)CC#CC1=C(C=CC=C1)F)=O)F 4-(5-(Difluoromethyl)-1,3,4-oxadiazol-2-yl)-1-(3-(2-fluorophenyl)prop-2-yn-1-yl)pyridin-2(1H)-one